8-(3-ethoxy-3-oxo-propyl)-2,4-dimethyl-chromane-4-carboxylic acid C(C)OC(CCC=1C=CC=C2C(CC(OC12)C)(C(=O)O)C)=O